azol N1C=CC=C1